FC1=CC(=C(C=C1)N1CN(C(C2=CC(=CC=C12)C(F)(F)F)=O)C=1C=NC(=CC1C)OC)C 1-(4-fluoro-2-methylphenyl)-3-(6-methoxy-4-methylpyridin-3-yl)-6-(trifluoromethyl)-2,3-dihydroquinazolin-4(1H)-one